9-(2-fluorophenyl)-3,4-dihydropyrido[2,1-c][1,2,4]thiadiazine 2,2-dioxide FC1=C(C=CC=C1)C1=CC=CN2C1=NS(CC2)(=O)=O